C(C1=CC=C(C=C1)Br)C1=CC=C(C=C1)Br 4,4'-methylenebis(phenyl) bromide